COC=1C=CC2=C(C1)C1=C([C@H]3[C@H]4N(CC1)C[C@H](C4)C3)O2 (2S,12R,12aS)-8-methoxy-2,3,5,6,12,12a-hexahydro-1H-2,12-methanobenzofuro[2,3-d]pyrrolo[1,2-a]azepine